C(C=C)(=O)N1C[C@@H](N(CC1)C1=NC(=NC2=C(C(=CC=C12)C=1NC(C=C2C=CC=C(C12)Cl)=O)F)OC[C@H]1N(CCC1)C)C 1-(4-((S)-4-propenoyl-2-methylpiperazin-1-yl)-8-fluoro-2-(((S)-1-methylpyrrolidin-2-yl)methoxy)quinazolin-7-yl)-8-chloroisoquinolin-3(2H)-one